C(C=C)[C@@]12C(C(=C([C@@](C[C@H](C1(C)C)CC1=CC=CC=C1)(C2=O)CC2=CC=CC=C2)O)C(C2=CC=CC=C2)=O)=O (1R,5S,7R)-1-Allyl-3-benzoyl-5,7-dibenzyl-4-hydroxy-8,8-dimethylbicyclo[3.3.1]non-3-en-2,9-dion